tert-butyl (tert-butoxycarbonyl)(5-hydroxy-3,3-dimethylpentyl)carbamate C(C)(C)(C)OC(=O)N(C(OC(C)(C)C)=O)CCC(CCO)(C)C